NC1=CC=CC(=N1)S(=O)(=O)NC(=O)C=1C(=NC(=CC1)C1=CC(=CC(=C1)OCC(C)C)F)N1C(CC2(CC2)C1)(C)C N-[(6-amino-2-pyridyl)sulfonyl]-2-(5,5-dimethyl-6-azaspiro[2.4]heptan-6-yl)-6-(3-fluoro-5-isobutoxy-phenyl)pyridine-3-carboxamide